2-methyl-1-[4-(methylthio)phenyl]-2-Morpholino-propan-1-one CC(C(=O)C1=CC=C(C=C1)SC)(C)N1CCOCC1